C(C)OC1=C(C(=O)N)C=C(C=C1)O 2-ethoxy-5-hydroxybenzamide